(3-chloro-2,4-dimethyl-5,7-dihydropyrrolo[3,4-b]pyridin-6-yl)-[(3R)-1-(5-methoxy-3-pyridyl)pyrrolidin-3-yl]methanone ClC=1C(=C2C(=NC1C)CN(C2)C(=O)[C@H]2CN(CC2)C=2C=NC=C(C2)OC)C